CC1=C(O\C(\C(=O)OC)=C/OC)C=C(C=C1)C#CC(C)(C)C methyl (2Z)-2-[2-methyl-5-(3,3-dimethyl-1-butyn-1-yl)phenoxy]-3-methoxy-2-propenoate